ClC=1C=C(C=2N(N1)C(=NN2)C2=NOC(=C2)C)C(C)(C)O 2-(6-chloro-3-(5-methylisoxazol-3-yl)[1,2,4]triazolo[4,3-B]pyridazin-8-yl)propan-2-ol